Cl.S1C=CC2=NC=CC(=C21)N thieno[3,2-b]pyridin-7-amine hydrochloride